C(C)(=O)NC1=NC=CC(=C1)OC1=CC=C(C=C1)NC1=NC=CC=C1C(=O)NC1=CC=C(C=C1)F 2-[(4-[(2-acetamidopyridin-4-yl)oxy]phenyl)amino]-N-(4-fluorophenyl)pyridine-3-carboxamide